C(=O)O.NC1=CN=NC2=CC(=CC=C12)C1=CC(=CC=2C=COC21)B(O)O [7-(4-AMINOCINNOLIN-7-YL)-1-BENZOFURAN-5-YL]BORONIC ACID FORMIC ACID SALT